3-fluoro-4-((2-phenylpropan-2-yl)oxy)phenylpropanoate FC=1C=C(C=CC1OC(C)(C)C1=CC=CC=C1)OC(CC)=O